C(C)C(C(=O)OC1(C(CCCC1)CCCO)O)CC(CO)(C)C hydroxypropyl-cyclohexanediol Ethyl-5-hydroxy-4,4-dimethylpentanoate